C1=C(C(=CC(=C1F)Br)F)F 2,4,5-trifluorobromobenzene